6-chloro-7-fluoro-3-thiomorpholinosulfonyl-quinolin-4-ol ClC=1C=C2C(=C(C=NC2=CC1F)S(=O)(=O)N1CCSCC1)O